(2S,4R)-6-chloro-N-{3-[2-(4-chloro-3-fluorophenoxy)acetamido]bicyclo[1.1.1]pent-1-yl}-4-[(methanesulfonyl)amino]-3,4-dihydro-2H-1-benzopyran-2-carboxamide ClC=1C=CC2=C([C@@H](C[C@H](O2)C(=O)NC23CC(C2)(C3)NC(COC3=CC(=C(C=C3)Cl)F)=O)NS(=O)(=O)C)C1